FC1=C(C=C(CC2=NNC(C3=CC=CC=C23)=O)C=C1)C(=O)N1CC(C1)N[C@H](C)C(C)C (R)-4-(4-fluoro-3-(3-((3-methylbutan-2-yl)amino)azetidine-1-carbonyl)benzyl)phthalazin-1(2H)-one